dimethylaminobutyrate CN(C)C(C(=O)[O-])CC